2,3,5,6-tetrachlorooctane-6,7,8-13C3 ClC(C)C(CC([13CH]([13CH2][13CH3])Cl)Cl)Cl